C(CCCCCC\C=C\C\C=C/CCCC)=O (E,Z)-8,11-Hexadecadienal